CC1=CCC(CC1)(C)CC=CCC(C)=O 6-(1,4-dimethylcyclohex-1-en-4-yl)hex-4-en-2-one